(R)-ethyl 3-((tert-butoxy carbonyl)amino)-3-(3-fluoro-4-methoxyphenyl)propanoate C(C)(C)(C)OC(=O)N[C@H](CC(=O)OCC)C1=CC(=C(C=C1)OC)F